C(#N)C(CC=1C=NC(=NC1)C=1C=CC2=C(N(C(O2)=O)C)C1)NC(=O)[C@H]1OCCCNC1 (2S)-N-(1-cyano-2-(2-(3-methyl-2-oxo-2,3-dihydrobenzo[d]oxazol-5-yl)pyrimidin-5-yl)ethyl)-1,4-oxazepane-2-carboxamide